C[C@H]1C(=O)CC[C@@H]2[C@@]1(CC[C@H]3[C@]2(CC[C@@]4([C@@]3(CC[C@@]5([C@H]4C[C@](CC5)(C)CO)C)C)C)C)C The molecule is a pentacyclic triterpenoid with formula C30H50O2, originally isolated from Tripterygium hypoglaucum. It has a role as a plant metabolite. It is a pentacyclic triterpenoid, a cyclic terpene ketone and a primary alcohol. It derives from a hydride of a friedelane.